bromo-2,2'-oxybis(ethylamine) BrNCCOCCN